ONC(C1=CC=C(C=C1)COC1=C(OC2=C(C1=O)C=CC=C2)C2=CC=CC=C2)=O N-hydroxy-4-(((4-oxo-2-phenyl-4H-benzopyran-3-yl)oxy)methyl)benzamide